(R)-5-(4-Fluoro-2-(isopropyl(tetrahydrofuran-3-yl)carbamoyl)phenoxy)pyrimidine 1-oxide FC1=CC(=C(OC=2C=NC=[N+](C2)[O-])C=C1)C(N([C@H]1COCC1)C(C)C)=O